N-(5-aminopyridin-2-yl)-4-methoxybenzenesulfonamide NC=1C=CC(=NC1)NS(=O)(=O)C1=CC=C(C=C1)OC